4-hexenyldimethylethoxysilane C(CCC=CC)[Si](OCC)(C)C